1-(2-(5-(3,4-dimethoxyphenyl)-1H-imidazol-2-yl)piperidin-1-yl)-2-(methylthio)propan-1-one COC=1C=C(C=CC1OC)C1=CN=C(N1)C1N(CCCC1)C(C(C)SC)=O